N-(4-(8-Cyclopropyl-2-(((3S,5S)-5-fluoropiperidin-3-yl)amino)-7-oxo-7,8-dihydropyrido[2,3-d]pyrimidin-6-yl)-2,3-difluorophenyl)-1-phenylmethanesulfonamide C1(CC1)N1C(C(=CC2=C1N=C(N=C2)N[C@@H]2CNC[C@H](C2)F)C2=C(C(=C(C=C2)NS(=O)(=O)CC2=CC=CC=C2)F)F)=O